Tert-butyl (3S,4R)-3-((3,6-dichloro-1H-pyrazolo[3,4-d]pyrimidin-4-yl)amino)-4-fluoropiperidine-1-carboxylate ClC1=NNC2=NC(=NC(=C21)N[C@H]2CN(CC[C@H]2F)C(=O)OC(C)(C)C)Cl